S(=O)(=O)(OCC(C(CCCCCCCCCCCCCCC)=O)C(CCCCCCCCCCCCCCC)=O)OC dipalmitoylethyl methyl sulfate